Cl.C1(CC1)N1C=NC2=C1C=C(C(=C2)C#CC2=NN(C(=C2C(=O)N)NCC)[C@@H]2CN[C@H](C2)COC)F 3-((1-Cyclopropyl-6-fluoro-1H-benzo[d]imidazol-5-yl)ethynyl)-5-(ethylamino)-1-((3S,5R)-5-(methoxymethyl)pyrrolidin-3-yl)-1H-pyrazole-4-carboxamide hydrochloride